FC(C1=C(N)C(=CC=C1)C(F)(F)F)(F)F 2,6-di(trifluoromethyl)aniline